FC=1C(=NC=C(C1)C(C)C)[S@@](=O)(N)=NC(NC1=C2CCCC2=CC=2CCCC12)=O (R)-3-fluoro-N'-((1,2,3,5,6,7-hexahydro-s-indacen-4-yl)carbamoyl)-5-isopropylpyridine-2-sulfonimidamide